6-(1-methyl-1H-benzo[d]imidazol-4-yl)-3-((6'-methyl-2,3,5,6,6',7'-hexahydrospiro[pyran-4,5'-pyrrolo[3,4-b]pyridin]-2'-yl)amino)-5-(trifluoromethyl)picolinamide CN1C=NC2=C1C=CC=C2C2=C(C=C(C(=N2)C(=O)N)NC2=CC=C1C(=N2)CN(C12CCOCC2)C)C(F)(F)F